spiro[cyclohexane-1,3'-isochroman]-4-one C1OC2(CC3=CC=CC=C13)CCC(CC2)=O